(R)-5-(tert-butyl)-2-oxo-11-(trifluoromethyl)-1,2,5,6-tetrahydropyrido[2',1':2,3]imidazo[4,5-h]quinoline-3-carboxylic acid C(C)(C)(C)[C@@H]1C=2C=C(C(NC2C2=C(C1)N1C(=N2)C(=CC=C1)C(F)(F)F)=O)C(=O)O